COC1=C(CN(S(=O)(=O)C=2C=C(C=CC2OC)CC(=O)OC)CC2=C(C=C(C=C2)OC)OC)C=CC(=C1)OC methyl 2-(3-(N,N-bis(2,4-dimethoxybenzyl)sulfamoyl)-4-methoxyphenyl)acetate